C1(=CC=C(C=C1)CC(C)=O)C 1-(p-Tolyl)propan-2-one